(Z)-5-(2-fluoro-6-hydroxy-3-((4-isobutylpyrrolidin-3-ylidene)methyl)phenyl)-1,2,5-thiadiazolidin-3-one 1,1-dioxide FC1=C(C(=CC=C1\C=C\1/CNCC1CC(C)C)O)N1CC(NS1(=O)=O)=O